NCC=1C=C2C=C(N(C2=CC1)CCCC(F)(F)F)CN1C(N(C2=C1C=NC=C2)C2COC2)=O 3-((5-(aminomethyl)-1-(4,4,4-trifluorobutyl)-1H-indol-2-yl)methyl)-1-(oxetane-3-yl)-1,3-dihydro-2H-imidazo[4,5-c]pyridin-2-one